O=C1NCCCC1 oxopiperidin